COC1=CC=2C=CC3=CC=C(C=C3C2C=C1OC)C 2,3-dimethoxy-6-methyl-phenanthrene